trimethylammonium bis(trifluoromethanesulfonyl)imide salt [N-](S(=O)(=O)C(F)(F)F)S(=O)(=O)C(F)(F)F.C[NH+](C)C